N-[2-(5-Chloropyrazin-2-yl)-2-hydroxyethyl]carbamic acid tert-butyl ester C(C)(C)(C)OC(NCC(O)C1=NC=C(N=C1)Cl)=O